(2S,3S)-2,3-Difluoro-N-(2-(piperidin-1-yl)-4-(4-(trifluoromethyl)phenethyl)phenyl)octanamid F[C@@H](C(=O)NC1=C(C=C(C=C1)CCC1=CC=C(C=C1)C(F)(F)F)N1CCCCC1)[C@H](CCCCC)F